but-3-yn-1-yl{6-[({[(Z)-(1-methyl-1H-tetrazol-5-yl)(phenyl)methylene]amino} oxy)methyl]pyridin-2-yl} carbamate C(N)(OC1=NC(=CC=C1CCC#C)CO\N=C(\C1=CC=CC=C1)/C1=NN=NN1C)=O